(3-(1H-indol-3-yl)pyrrolidin-1-yl)propionic acid N1C=C(C2=CC=CC=C12)C1CN(CC1)C(C(=O)O)C